4-((1H-indol-1-yl)methyl)-N-(4-(thiophen-2-yl)thiazol-2-yl)benzamide N1(C=CC2=CC=CC=C12)CC1=CC=C(C(=O)NC=2SC=C(N2)C=2SC=CC2)C=C1